FC1=C(CN2C(N(N=C2)C2=CC=C(C=C2)OC=2C=NC=C(C2)OC)=O)C(=CC=C1)F 4-(2,6-Difluorobenzyl)-2-(4-((5-methoxypyridin-3-yl)oxy)phenyl)-2,4-dihydro-3H-1,2,4-triazol-3-one